(S)-5-(6-((4-(2-(4-chloro-2-fluorophenyl)-2-methylbenzo[d][1,3]dioxol-4-yl)piperidin-1-yl)methyl)-5-((1-cyanocyclopropyl)methyl)pyridin-3-yl)-4H-1,2,4-triazole-3-carbonitrile ClC1=CC(=C(C=C1)[C@@]1(OC2=C(O1)C=CC=C2C2CCN(CC2)CC2=C(C=C(C=N2)C=2NC(=NN2)C#N)CC2(CC2)C#N)C)F